C(CCCCCCCCCCCCCCC)OCCOCCO 2-[2-(hexadecyloxy)ethoxy]ethan-1-ol